rac-tert-butyl (1-((6S,7R,8R)-5-acetyl-6-cyclopropyl-7-methyl-8-(phenylamino)-5,6,7,8-tetrahydro-1,5-naphthyridin-2-yl)piperidin-4-yl)carbamate C(C)(=O)N1C=2C=CC(=NC2[C@@H]([C@H]([C@@H]1C1CC1)C)NC1=CC=CC=C1)N1CCC(CC1)NC(OC(C)(C)C)=O |r|